C(CCCCCCCCC)OOCCCCCCCCCC didecanyl Peroxide